(2R,4S)-N-(1-cyclopropyl-4-methyl-pyrrolidin-3-yl)-1-[(2R)-2-(4-cyclopropyltriazol-1-yl)-3,3-dimethyl-butanoyl]-4-hydroxy-pyrrolidine-2-carboxamide C1(CC1)N1CC(C(C1)C)NC(=O)[C@@H]1N(C[C@H](C1)O)C([C@@H](C(C)(C)C)N1N=NC(=C1)C1CC1)=O